[C@H]12CCC#CCC[C@@H]2C1COC(=O)ON1C(CCC1=O)=O N-[((1R,8S,9s)-Bicyclo[6.1.0]non-4-yn-9-yl)methyloxycarbonyloxy]succinimide